3-Fluoro-tetrahydro-pyran-4-one FC1COCCC1=O